2-[(2,6-difluorobenzoyl)amino]-4-[[3-fluoro-2-methoxy-propyl]-[4-(5,6,7,8-tetrahydro-1,8-naphthyridin-2-yl)butyl]amino]butanoic acid FC1=C(C(=O)NC(C(=O)O)CCN(CCCCC2=NC=3NCCCC3C=C2)CC(CF)OC)C(=CC=C1)F